FC1=CC(=C(C=C1)I)C 4-fluoro-1-iodo-2-methylbenzene